2-[(7-bromo-3-iodo-pyrazolo[4,3-c]pyridin-1-yl)methoxy]ethyl-trimethyl-silane BrC=1C2=C(C=NC1)C(=NN2COCC[Si](C)(C)C)I